3-(3-fluoro-4-methoxyphenyl)-N-(2-morpholinopyridin-4-yl)isoxazol-5-amine FC=1C=C(C=CC1OC)C1=NOC(=C1)NC1=CC(=NC=C1)N1CCOCC1